2-(1,3,4-oxadiazol-2-yl)-1H-indole-3-carbaldehyde O1C(=NN=C1)C=1NC2=CC=CC=C2C1C=O